C(C=C)C1=C(N)C=CC(=C1)C(F)(F)F 2-allyl-4-(trifluoromethyl)aniline